[N+](=O)([O-])C=1C=CC=CC1 5-nitrobenzene